ClC=1C=C(C=CC1OC(F)F)NC1=NC=NC2=CC(=C(C=C12)C1(CNC1)C)OC N-(3-chloro-4-(difluoromethoxy)phenyl)-7-methoxy-6-(3-methylazetidin-3-yl)quinazolin-4-amine